OCC1(CCC1)N1C(C(=CC=C1)COC=1C=CC2=C(C=C(O2)C)C1)C(F)(F)F N-(1-(hydroxymethyl)cyclobutyl)-2-methyl-5-((2-(trifluoromethyl)pyridin-3-yl)methoxy)benzofuran